C1(CCCC1)C1=CC=C(C(=C1C(=O)N)F)NC(C1=C(C=CC(=C1)[N+](=O)[O-])SC1=NN=CN1C)=O 6-cyclopentyl-2-fluoro-3-{2-[(4-methyl-4H-1,2,4-triazol-3-yl)sulfanyl]-5-nitrobenzamido}benzamide